N1=C(C=CC=C1)CN1C(C(=C(C1=O)C1=CC=C(C=C1)C(F)(F)F)C#CC1=CC=C(C=C1)N1CCCCC1)=O 1-(pyridin-2-ylmethyl)-3-((4-piperidin-1-yl-phenyl)ethynyl)-4-(4-(trifluoromethyl)phenyl)-1H-pyrrole-2,5-dione